C1=C(C=CC2=CC=CC=C12)C1=C2C=CC(C(=C3C=CC(=C(C=4C=CC(=C(C5=CC=C1N5)C5=CC1=CC=CC=C1C=C5)N4)C4=CC5=CC=CC=C5C=C4)N3)C3=CC4=CC=CC=C4C=C3)=N2.[Fe] iron tetrakis(2-naphthyl)porphyrin